6-fluoro-2-(2-methylpiperazin-1-yl)-1,3-benzothiazole FC1=CC2=C(N=C(S2)N2C(CNCC2)C)C=C1